2,2-bis(4-hydroxy-3-isopropylphenyl)propane OC1=C(C=C(C=C1)C(C)(C)C1=CC(=C(C=C1)O)C(C)C)C(C)C